3-fluoro-5-(3-hydroxyphenyl)-5,8,8-trimethyl-9,10-dihydro-7H-benzo[b][1,8]naphthyridin-6-one FC1=CC=2C(C3=C(NC2N=C1)CC(CC3=O)(C)C)(C)C3=CC(=CC=C3)O